C/C(/C=C/C1=C(C(CCC1(C)C)N1C=NC=C1)C)=C\C=C\C(=C/COC1=CC=CC=C1)\C 1-(3-((1E,3E,5E,7Z)-3,7-dimethyl-9-phenoxynona-1,3,5,7-tetraen-1-yl)-2,4,4-trimethylcyclohex-2-en-1-yl)-1H-imidazole